zirconium aminoterephthalate NC1=C(C(=O)[O-])C=CC(=C1)C(=O)[O-].[Zr+4].NC1=C(C(=O)[O-])C=CC(=C1)C(=O)[O-]